[NH4+].C(C=C)OP(=O)([O-])[O-].C(C=C)S(=O)(=O)OC.[NH4+] methyl allyl-sulfonate, allylphosphate-ammonium salt